C(C)(C)(C)N1[C@H](CN([C@@H](C1)C)C(/C(=N/O)/N)C1=CC=C(C=C1)F)C tert-butyl-(2S,5R)-4-((Z)-2-amino-1-(4-fluorophenyl)-2-(hydroxyimino)ethyl)-2,5-dimethylpiperazine